7-(6-(6-Methylpyridin-2-yl)-2,3-dihydro-1H-imidazo[1,2-a]imidazol-5-yl)benzo[d][1,2,3]thiadiazoleN bismuth [Bi].CC1=CC=CC(=N1)C=1N=C2N(CCN2)C1C1=CC=CC=2N=NSC21